d-β-hydroxyvalerate OC(CC(=O)[O-])CC